ClC=1C=CC(=C(C1)C1=CC(N(C=C1OC)[C@H](C(=O)NC1=CC(=C(C(=O)N)C=C1)F)CC)=O)N1N=NC(=C1)C(F)F 4-({(2S)-2-[4-{5-chloro-2-[4-(difluoromethyl)-1H-1,2,3-triazol-1-yl]phenyl}-5-methoxy-2-oxopyridin-1(2H)-yl]butyryl}amino)-2-fluorobenzamide